C(C)OC1=CC=C(C(=O)OCC)C=C1 ethyl 4-ethoxybenzoate